C(CCCCC)OC1=CC2=CC=C3C=C(C=C4C=CC(=C1)C2=C43)OCCCCCC 2,7-Dihexyloxypyrene